1-(diphenyl-phosphoryl)-7-fluoro-4-(4-fluorophenyl)isoquinoline-3-carboxylic acid ethyl ester C(C)OC(=O)C=1N=C(C2=CC(=CC=C2C1C1=CC=C(C=C1)F)F)P(=O)(C1=CC=CC=C1)C1=CC=CC=C1